C(=O)(OC)C1=NC=CC=2C3=CC=CC=C3NC12 1-carbomethoxy-beta-carboline